titanium tetraacrylate C(C=C)(=O)[O-].C(C=C)(=O)[O-].C(C=C)(=O)[O-].C(C=C)(=O)[O-].[Ti+4]